1-(7-nitroindolin-1-yl)ethan-1-one butyl-4-((2-(2-(3-(tert-butoxy)-3-oxopropoxy)ethoxy)ethyl)amino)piperidine-1-carboxylate C(CCC)OC(=O)N1CCC(CC1)NCCOCCOCCC(=O)OC(C)(C)C.[N+](=O)([O-])C=1C=CC=C2CCN(C12)C(C)=O